2,6-Dimethylnonan CC(C)CCCC(CCC)C